7-(1-(4-(5-(difluoromethyl)-1,3,4-oxadiazol-2-yl)benzyl)-1H-1,2,3-triazol-4-yl)quinazolin-4-amine FC(C1=NN=C(O1)C1=CC=C(CN2N=NC(=C2)C2=CC=C3C(=NC=NC3=C2)N)C=C1)F